6-Chloro-1-(2-chlorophenyl)-7-cyclopropyl-4-(methylamino)quinazolin-2(1H)-one ClC=1C=C2C(=NC(N(C2=CC1C1CC1)C1=C(C=CC=C1)Cl)=O)NC